COC1=CC=C(C=C1)N(C1=CC=C(C=C1)OC)C1=CC=C(C=C1)/C=C/C1=CC=C(C=C1)\C=C\C1=CC=C(C=C1)N(C1=CC=C(C=C1)OC)C1=CC=C(C=C1)OC (E,E)-1,4-bis[2-[4-[N,N-bis(4-methoxyphenyl)amino]phenyl]vinyl]benzene